N=1C(=CN2C1C=CC=C2)N2C([C@H](N(CC2)C(=O)OCC2=CC=CC=C2)CCC2=CC=CC=C2)=O benzyl (2R)-4-imidazo[1,2-a]pyridin-2-yl-3-oxo-2-(2-phenylethyl)piperazine-1-carboxylate